OC1=CC=C2C(=N1)OC1(C2)CN(C1)C(=O)[O-] 6'-hydroxy-3'H-spiro[azetidine-3,2'-furo[2,3-b]pyridine]-1-carboxylate